CS(=O)(=O)C1=CC=C(CNC(=O)C=2C(N(C(=C(C2)C=2C(=NOC2C)C)C)C2=CC(=CC=C2)C(F)(F)F)=O)C=C1 5-(3,5-dimethyl-isoxazol-4-yl)-6-methyl-2-oxo-1-(3-trifluoromethylphenyl)-1,2-dihydro-pyridine-3-carboxylic acid 4-methanesulfonyl-benzylamide